C1(=CC=C(C=C1)P(=O)(C1=CC=C(C=C1)C)C1=C(C2=CC=CC=C2C=C1)C1=C(C=CC2=CC=CC=C12)OS(=O)(=O)C(F)(F)F)C Trifluoromethanesulfonic acid (R)-2'-(di-p-tolyl phosphoryl)-[1,1'-binaphthyl]-2-yl ester